[Cu+].IC1=CC=C(C=2OC3=C(C=CC=C3C(C12)(C)C)P(C1=CC=CC=C1)C1=CC=CC=C1)P(C1=CC=CC=C1)C1=CC=CC=C1 Iodo[4,5-bis(diphenylphosphino)-9,9-dimethylxanthene] copper (I)